N1=CC(=CC=C1)C(\C(\C(\C)=N/NC(NC)=S)=N/NC(NC)=S)C (2Z,2'E)-2,2'-(4-(pyridin-3-yl)pentane-2,3-diylidene)bis(N-methylhydrazine-1-carbothioamide)